8-(((trans)-4-methoxypyrrolidin-3-yl)methyl)-2-((1-methyl-1H-pyrazol-4-yl)amino)-6-phenylpyrido[2,3-d]pyrimidin-7(8H)-one CO[C@H]1[C@@H](CNC1)CN1C(C(=CC2=C1N=C(N=C2)NC=2C=NN(C2)C)C2=CC=CC=C2)=O